1-(4-tetrahydropyran-2-oxyphenyl)ethanone O1C(CCCC1)OC1=CC=C(C=C1)C(C)=O